FC(OC=1N=CC(=NC1C)C(=O)OC)F methyl 5-(difluoromethoxy)-6-methylpyrazine-2-carboxylate